(4-Methylpiperazin-1-yl)(4-(8,9,10,11-tetrahydro-3H-pyrazolo[4,3-a]phenanthridin-7-yl)phenyl)methanone CN1CCN(CC1)C(=O)C1=CC=C(C=C1)C1=NC2=CC=C3C(=C2C=2CCCCC12)C=NN3